BrC1=CC(=C2C(NC=NC2=C1)=O)F 7-bromo-5-fluoroquinazolin-4(3H)-one